C(C)(C)(C)C=1C=C(C=CC1)C1CC2(CN(C2)C(=O)C2CC(C2)(C)O)C1 (6-(3-(tert-Butyl)phenyl)-2-azaspiro[3.3]heptan-2-yl)((1s,3s)-3-hydroxy-3-methylcyclobutyl)methanon